4-(1-(3,3-difluoropropyl)-3-(4-fluorophenyl)-1H-pyrazol-4-yl)-6-iodofuro[2,3-d]pyrimidine FC(CCN1N=C(C(=C1)C=1C2=C(N=CN1)OC(=C2)I)C2=CC=C(C=C2)F)F